tert-Butyl (2-((1R,4S)-4-amino-1-(3-(trifluoromethyl)-5,6,7,8-tetrahydro-1,6-naphthyridine-6-carbonyl)cyclopent-2-en-1-yl)ethyl)carbamate N[C@@H]1C=C[C@@](C1)(C(=O)N1CC=2C=C(C=NC2CC1)C(F)(F)F)CCNC(OC(C)(C)C)=O